cyclopropyl 2-{[(1,2,3,5,6,7-hexahydro-s-indacen-4-yl)-carbamoyl]oxy}acetate C1CCC2=C(C=3CCCC3C=C12)NC(=O)OCC(=O)OC1CC1